((1R,4R,7R)-7-amino-2-azabicyclo[2.2.1]heptan-2-yl)(1-ethyl-2-(1-(3-hydroxypropyl)-3-methyl-2,3-dihydro-1H-pyrrolo[1,2,3-de]quinoxalin-5-yl)-7-methoxy-1H-benzo[d]imidazol-5-yl)methanone N[C@H]1[C@@H]2N(C[C@H]1CC2)C(=O)C2=CC1=C(N(C(=N1)C1=CC=3C=4N1C(CN(C4C=CC3)CCCO)C)CC)C(=C2)OC